1-[6-(2,4-Difluoro-benzyl)-3,3-dimethyl-2,3-dihydro-pyrrolo[3,2-b]pyridin-1-yl]-2-[(2R,5R)-5-methyl-2-((R)-3-methyl-morpholin-4-ylmethyl)-piperazin-1-yl]-ethanone, dihydrochloride Cl.Cl.FC1=C(CC=2C=C3C(=NC2)C(CN3C(CN3[C@H](CN[C@@H](C3)C)CN3[C@@H](COCC3)C)=O)(C)C)C=CC(=C1)F